BrCC(C(=O)[O-])=O 3-Bromo-Pyruvate